benzofuran-3-sulfonamide O1C=C(C2=C1C=CC=C2)S(=O)(=O)N